FC1=C(C(=C(C(=C1OC(CN1C(CCCC1)C(C)=O)=O)F)F)F)F acetylpiperidineacetic acid pentafluorophenyl ester